C(C)C=1C(=CC=C2C=C(C=C(C12)C1=C(C=2N=C(N=C(C2C=N1)N1CC(CCC1)(C(=O)N)O)OC[C@]12CCCN2C[C@@H](C1)F)F)O)F 1-(7-(8-ethyl-7-fluoro-3-hydroxynaphthalen-1-yl)-8-fluoro-2-(((2R,7aS)-2-fluorohexahydro-1H-pyrrolizin-7a-yl)methoxy)pyrido[4,3-d]pyrimidin-4-yl)-3-hydroxypiperidine-3-carboxamide